5-(1-(4-fluorophenyl)ethyl)-6-((2-(pyrrolidin-1-yl)ethyl)amino)nicotinic acid methyl ester COC(C1=CN=C(C(=C1)C(C)C1=CC=C(C=C1)F)NCCN1CCCC1)=O